N'-(2-chloroacetoxy)-3-phenylcyclobutaneformamidine ClCC(=O)ON=C(N)C1CC(C1)C1=CC=CC=C1